N1(N=CC=C1)C=1C=C(C=C(C1)N1N=C(C2=CC=CC=C12)C1=CC=C(C=C1)C(F)(F)F)C(C(=O)N)=C (3-(1H-pyrazol-1-yl)-5-(3-(4-(trifluoromethyl)phenyl)-1H-indazol-1-yl)phenyl)acrylamide